C12(CC3CC(CC(C1)C3)C2)CCN2[C@@H]3CN([C@H](C2)C3)C3=C2C(N(C(=NC2=CC=C3)C)C3C(NC(CC3)=O)=O)=O 3-(5-((1S,4S)-5-(2-((3S,5S,7S)-adamantan-1-yl)ethyl)-2,5-diazabicyclo[2.2.1]heptan-2-yl)-2-methyl-4-oxoquinazolin-3(4H)-yl)piperidine-2,6-dione